ClC1=C(C=CC=C1)CC(=O)NC1=CC(=C(C=C1)OC=1C=NC=NC1)S(N)(=O)=O 2-(2-chlorophenyl)-N-[4-(pyrimidin-5-yloxy)-3-sulfamoylphenyl]acetamide